C(#N)C=1N=C2C(=CC(N(C2=CC1)C)=O)N(C=1C=C(C=CC1)C1=CC(=CC=C1)CNS(=O)(=O)C)CC1CC1 N-((3'-((6-cyano-1-methyl-2-oxo-1,2-dihydro-1,5-naphthyridin-4-yl)(cyclopropylmethyl)amino)-[1,1'-biphenyl]-3-yl)methyl)methanesulfonamide